FC(C1=C(C=CC=C1)C1CCN(CC1)C(=O)C=1C=C(C(=O)N)C=CC1)(F)F 3-(4-(2-(Trifluoromethyl)phenyl)piperidin-1-carbonyl)benzamide